C(C1=CC=CC=C1)(=O)N1C=2C3=C(N(C=C3CCC1)[C@H]1C[C@H](OC(C3=CC=C(C=C3)C)=O)[C@H](O1)COC(C1=CC=C(C=C1)C)=O)N=CN2 6-Benzoyl-2-[2-deoxy-3,5-bis-O-(4-methylbenzoyl)-β-D-erythro-pentofuranosyl]-6,7,8,9-tetrahydro-2H-2,3,5,6-tetraazabenzo[cd]azulene